FC=1C=C(C=C(C1)F)C(C)OC=1C=C2C(=NNC2=CC1)C1=NC2=C(CNCC2)N1 2-(5-(1-(3,5-difluorophenyl)ethoxy)-1H-indazol-3-yl)-4,5,6,7-tetrahydro-3H-Imidazolo[4,5-c]pyridine